1-((2-(2'-chloro-3'-(6-isopropyl-4,5,6,7-tetrahydro-2H-pyrazolo[3,4-c]pyridin-2-yl)-2-methylbiphenyl-3-yl)-7-cyanobenzo[d]oxazol-5-yl)methyl)pyrrolidine-3-carboxylic acid ClC1=C(C=CC=C1N1N=C2CN(CCC2=C1)C(C)C)C1=C(C(=CC=C1)C=1OC2=C(N1)C=C(C=C2C#N)CN2CC(CC2)C(=O)O)C